C(C1=CC=CC=C1)OC1=C2C=CN(C2=CC=C1)C1=C(N)C=CC=C1 2-(4-(benzyloxy)-1H-indol-1-yl)aniline